2-[6-(tert-butylamino)-1,5-naphthyridin-4-yl]-3-iodo-1H,5H,6H,7H-pyrrolo[3,2-c]pyridine-4-one C(C)(C)(C)NC=1N=C2C(=CC=NC2=CC1)C1=C(C=2C(NCCC2N1)=O)I